C1(CC1)C1=C(C2=C(N(N=C2C=C1)C=1C=C2C(=CN1)N(N=C2)CC(C(F)(F)F)(F)F)CC)S 5-(5-cyclopropyl-3-ethyl-sulfanyl-indazol-2-yl)-1-(2,2,3,3,3-pentafluoropropyl)pyrazolo[3,4-c]pyridine